4,5-dioxolane C1CCOO1